CNC(C#N)C1=CSC=C1 2-(methylamino)-2-(thiophen-3-yl)acetonitrile